N1=C(N=CC=C1)C1=CC=CC=2C3=CC=CC=C3NC12 (pyrimidineyl)carbazole